N-(4-phenanthryl)-4-phenylpyridin-2-amine C1=CC=C(C=2C3=CC=CC=C3C=CC12)NC1=NC=CC(=C1)C1=CC=CC=C1